2,2-dimethyl-N-trityl-2,3-dihydropyrazolo[5,1-b]oxazole CC1(CN2C(O1)=CCN2C(C2=CC=CC=C2)(C2=CC=CC=C2)C2=CC=CC=C2)C